ClC=1N=C2C(=C(C(N(C2=CC1)C)=O)C#N)N1CCN(CC1)CC1=C(C(=CC=C1)F)O 6-Chloro-4-{4-[(3-fluoro-2-hydroxyphenyl)methyl]piperazin-1-yl}-1-methyl-2-oxo-1,2-dihydro-1,5-naphthyridin-3-carbonitril